O1COC(C1)C1CCN(CC1)S(=O)(=O)C=1C=CC(=C(C1)C=1NC(C2=C(N1)C(=C(N2C)CO)CCC)=O)OCCC 2-(5-((4-(1,3-dioxolan-4-yl)piperidin-1-yl)sulfonyl)-2-propoxyphenyl)-6-(hydroxymethyl)-5-methyl-7-propyl-3,5-dihydro-4H-pyrrolo[3,2-d]Pyrimidin-4-one